3-(3,5-dimethyl-4-(3-(3-methyl-5-isoxazolyl)propoxy)phenyl)-5-(trifluoromethyl)-1,2,4-oxadiazole CC=1C=C(C=C(C1OCCCC1=CC(=NO1)C)C)C1=NOC(=N1)C(F)(F)F